1,1-DICHLOROETHANE ClC(C)Cl